2-(4-(2-(2-acetyl-5-chlorophenyl)-3-methoxy-6-oxopyridazin-1(6H)-yl)-3-phenylpropionamido)benzoic acid potassium salt [K+].C(C)(=O)C1=C(C=C(C=C1)Cl)N1N(C(C=CC1OC)=O)C1=CC=C(C=C1)CCC(=O)NC1=C(C(=O)[O-])C=CC=C1